2-hydroxy-4-(dodecyloxy)benzophenone OC1=C(C(=O)C2=CC=CC=C2)C=CC(=C1)OCCCCCCCCCCCC